BrC1=CC(=C(C(=O)OC)C=C1)C1OCCO1 Methyl 4-bromo-2-(1,3-dioxolane-2-yl)benzoate